(1R)-1-{5-[3-(Difluoromethoxy)phenyl]-1,3,4-thiadiazol-2-yl}-6-azaspiro[2.5]octan-6-sulfonamid FC(OC=1C=C(C=CC1)C1=NN=C(S1)[C@@H]1CC12CCN(CC2)S(=O)(=O)N)F